Ethylimidazole-4-carboxylic acid C(C)C=1NC=C(N1)C(=O)O